4-(isopentyl-amino)-2-[(1-methyl-1H-pyrazol-4-yl)amino]pyrimidin-5-carboxamide C(CC(C)C)NC1=NC(=NC=C1C(=O)N)NC=1C=NN(C1)C